NC=1SC2=C(N1)C=C(C(=C2)N(C(=O)NC2=CC=C(C=C2)Cl)CCN2CCOCC2)Cl 1-(2-Amino-5-chlorobenzo[d]thiazol-6-yl)-3-(4-chlorophenyl)-1-[2-(4-morpholinyl)ethyl]urea